FC=1C(=NC=CC1)OC=1C=NC=C(C1C)B1OC(C(O1)(C)C)(C)C 3-[(3-fluoropyridin-2-yl)oxy]-4-methyl-5-(4,4,5,5-tetramethyl-1,3,2-dioxaborolan-2-yl)pyridine